N,N-bis[(4-methoxyphenyl)methyl]-4-methyl-6-tributylstannyl-5-(trifluoromethyl)pyridin-2-amine COC1=CC=C(C=C1)CN(C1=NC(=C(C(=C1)C)C(F)(F)F)[Sn](CCCC)(CCCC)CCCC)CC1=CC=C(C=C1)OC